C1(CC1)CN1C(=NC2=C1C=CC=C2)C2CCN(CC2)CC2=CC=C1C(=NN(C1=C2)C)C2=C(C=CC=C2)C 6-((4-(1-(cyclopropylmethyl)-1H-benzo[d]imidazol-2-yl)piperidin-1-yl)methyl)-1-methyl-3-(o-tolyl)-1H-indazole